4-amino-1-(2-methylpropyl)-1H-IMIDAZO[4,5-C]quinoline NC1=NC=2C=CC=CC2C2=C1N=CN2CC(C)C